C1(=C(C=CC=C1)C1=CC(=NC2=CC=C(C=C12)C(=O)N1CCNCC1)C)C1=CC=CC=C1 (4-([1,1'-biphenyl]-2-yl)-2-methylquinolin-6-yl)(piperazine-1-yl)methanone